NC=1C2=C(N=CN1)N(C(=C2C2=C1C=NN(C1=CC=C2)C)C#CC2CN(C2)[C@H]2[C@H](CNCC2)O)C (3S,4R)-4-(3-((4-amino-7-methyl-5-(1-methyl-1H-indazol-4-yl)-7H-pyrrolo[2,3-d]pyrimidin-6-yl)ethynyl)azetidin-1-yl)piperidin-3-ol